C(C1=CC=CC=C1)OC(N(CC=C)CC=NO)=O [2-(hydroxyimino)ethyl]-N-(prop-2-en-1-yl)carbamic acid benzyl ester